COC(=O)C1CCN(CC1)C(CN1C(=NC2=C1C=C(C(=C2)F)F)N2C[C@H]([C@@H](CC2)F)N)=O 1-(2-(2-((3r,4r)-3-amino-4-fluoropiperidin-1-yl)-5,6-difluoro-1H-benzo[d]imidazol-1-yl)acetyl)piperidine-4-carboxylic acid methyl ester